FC(CCOC=1C=2N(N=C(C1)C=1C(NC(NC1)=O)=O)C=CN2)(F)F 5-(8-(3,3,3-trifluoropropoxy)imidazo[1,2-b]pyridazin-6-yl)pyrimidine-2,4(1H,3H)-dione